(2R,3R,4S,5R)-2-[2-chloro-6-(2-phenyl-1-piperidyl)purin-9-yl]-5-(hydroxymethyl)tetrahydrofuran-3,4-diol ClC1=NC(=C2N=CN(C2=N1)[C@@H]1O[C@@H]([C@H]([C@H]1O)O)CO)N1C(CCCC1)C1=CC=CC=C1